CN1N=C(NC1=O)C(=O)NCC(CC)CC1=C(C=C(C=C1F)F)F 1-methyl-5-oxo-N-(2-(2,4,6-trifluorobenzyl)butyl)-4,5-dihydro-1H-1,2,4-triazole-3-carboxamide